Tert-butyl 4-(5,6-dichloro-2-iodo-pyrimidin-4-yl)-6,6-difluoro-1,4-diazepan-1-carboxylate ClC=1C(=NC(=NC1Cl)I)N1CCN(CC(C1)(F)F)C(=O)OC(C)(C)C